1,2,3,4-tetrahydronaphthalene-2-amine C1C(CCC2=CC=CC=C12)N